diethyl (2-methylpropylidene)malonate CC(C=C(C(=O)OCC)C(=O)OCC)C